C(#N)C=1C=C(C(=NC1)OC)S(=O)(=O)NC1=C(C(=C(C=C1)F)C=1C=CC=2N(C1)C=NC2C2=NN=C(N2)C)F 5-cyano-N-[2,4-difluoro-3-[1-(5-methyl-4H-1,2,4-triazol-3-yl)imidazo[1,5-a]pyridin-6-yl]phenyl]-2-methoxypyridine-3-sulfonamide